C1(CC1)OC=1C(=CC(=NC1)NC(C)=O)NC1=NC(=NC=C1)C(C)(F)F N-(5-cyclopropyloxy-4-((2-(1,1-difluoroethyl)pyrimidin-4-yl)amino)pyridin-2-yl)acetamide